methyl 7-(5-chloranyl-2-oxidanyl-phenyl)-5-methyl-thieno[3,2-b]pyridine-3-carboxylate ClC=1C=CC(=C(C1)C1=C2C(=NC(=C1)C)C(=CS2)C(=O)OC)O